N-(2-(4-Fluorophenoxy)ethyl)-1H-benzo[d]imidazole-1-carboxamide FC1=CC=C(OCCNC(=O)N2C=NC3=C2C=CC=C3)C=C1